(1s,4s)-4-((6-bromo-8-methyl-7-oxo-7,8-dihydropyrido[2,3-d]pyrimidin-2-yl)amino)-1-fluorocyclohexane-1-carboxamide BrC1=CC2=C(N=C(N=C2)NC2CCC(CC2)(C(=O)N)F)N(C1=O)C